NC1=C2N=CN(C2=NC(=N1)F)[C@H]1C[C@@H]([C@@](O1)(C#C)CO[P@](=O)(OC1=CC=CC=C1)N[C@H](C(=O)OCC(CC)CC)CC1=CC(=CC(=C1)F)F)O 2-Ethylbutyl (S)-2-(((S)-(((2R,3S,5R)-5-(6-amino-2-fluoro-9H-purin-9-yl)-2-ethynyl-3-hydroxytetrahydrofuran-2-yl)methoxy)(phenoxy)phosphoryl)amino)-3-(3,5-difluorophenyl)propanoate